ClC1=CC=C2C(=C(N(C2=C1C=1C(=NN(C1C)C)C)CCN(CCNC)C)C(=O)OC(C)(C)C)CCCOC1=CC=CC2=CC(=CC=C12)F tert-butyl 6-chloro-3-(3-((6-fluoronaphthalen-1-yl)oxy)propyl)-1-(2-(methyl(2-(methylamino)ethyl)amino)ethyl)-7-(1,3,5-trimethyl-1H-pyrazol-4-yl)-1H-indole-2-carboxylate